(2-(2,2,2-trifluoroethyl)piperidin-4-yl)-2H-1,3-benzodioxole-5-carboxylate FC(CC1NCCC(C1)OC(=O)C1=CC2=C(OCO2)C=C1)(F)F